N1C(=CC=2C=NC=CC21)CNC([C@H](C)NC(=O)[C@@H]2N(CC[C@@H](C2)C2=CC=CC=C2)CCP(OCC)(OCC)=O)=O diethyl (2-((2R,4S)-2-(((S)-1-(((1H-pyrrolo[3,2-c]pyridin-2-yl)methyl)amino)-1-oxopropan-2-yl)carbamoyl)-4-phenylpiperidin-1-yl)ethyl)phosphonate